COC1=C(C=C2C(=N1)N=C(N2)C(F)(F)F)NC2=CC=C(C=C2)C(F)(F)F 5-METHOXY-2-(TRIFLUOROMETHYL)-N-(4-(TRIFLUOROMETHYL)PHENYL)-1H-IMIDAZO[4,5-B]PYRIDIN-6-AMINE